O(C1=CC=CC=C1)C=1C=C(C=CC1)NC1=C2C=C(NC2=C(C=C1)F)C(=O)OCC Ethyl 4-((3-phenoxyphenyl) amino)-7-fluoro-1H-indole-2-carboxylate